FC1=CC=C(C=C1)C(N1C[C@@H](N(C[C@H]1C)C(=O)OC(C)(C)C)C)C1=CC=C(C=C1)F tert-Butyl (2S,5R)-4-(bis(4-fluorophenyl)methyl)-2,5-dimethylpiperazine-1-carboxylate